beryllium stearate C(CCCCCCCCCCCCCCCCC)(=O)[O-].[Be+2].C(CCCCCCCCCCCCCCCCC)(=O)[O-]